BrC1=C(C(=C2C(OC3=C2C(=C(C(=C3Cl)[2H])[2H])[2H])=C1[2H])[2H])[2H] 3-Bromo-6-chlorodibenzo[b,d]furan-1,2,4,7,8,9-d6